N-(5-(6-(2-cyanopropan-2-yl)pyrimidin-4-yl)-4-((2-(1,1-difluoroethyl)-6-methylpyrimidin-4-yl)amino)pyridin-2-yl)acetamide C(#N)C(C)(C)C1=CC(=NC=N1)C=1C(=CC(=NC1)NC(C)=O)NC1=NC(=NC(=C1)C)C(C)(F)F